NC1=NC=CC=C1C1=NC=2C(=NC(=CC2)C2=CC(=CC=C2)C#N)N1C1=CC=C(CN2CCC(CC2)NC(OC(C)(C)C)=O)C=C1 tert-butyl (1-(4-(2-(2-aminopyridin-3-yl)-5-(3-cyanophenyl)-3H-imidazo[4,5-b]pyridin-3-yl)benzyl)piperidin-4-yl)carbamate